N1=NC(=NC=C1)OCCN1CC=C(C2=CC=C(C=C12)Cl)N N-(2-(1,2,4-triazin-3-yl)oxyethyl)-4-amino-7-chloroquinoline